rac-tert-butyl (3-methyl-2-oxopentyl)carbamate C[C@@H](C(CNC(OC(C)(C)C)=O)=O)CC |r|